1-(trans-4-cyanotetrahydro-2H-pyran-3-yl)-3-((2-hydroxy-3,4-dimethyl-2H-benzo[e][1,2]oxaborinin-6-yl)amino)-1H-pyrazole-4-carboxamide C(#N)[C@H]1[C@@H](COCC1)N1N=C(C(=C1)C(=O)N)NC=1C=CC2=C(C(=C(B(O2)O)C)C)C1